FC(C(=O)N1CSC[C@@H]1C(=O)O)(F)F (S)-3-(2,2,2-trifluoroacetyl)thiazolidine-4-carboxylic acid